3-allyl-2,4-pentanediol bis(diphenylphosphinite) C1(=CC=CC=C1)P(C1=CC=CC=C1)OC(C)C(C(C)OP(C1=CC=CC=C1)C1=CC=CC=C1)CC=C